di-(tert-butyl)(3-trifluoromethoxyphenyl)phosphonium tetrafluoroborate F[B-](F)(F)F.C(C)(C)(C)[PH+](C1=CC(=CC=C1)OC(F)(F)F)C(C)(C)C